O[C@@H](C(=O)N1[C@@H]([C@@H]2[C@H](C1)CCC2)C(=O)N[C@@H](C[C@H]2C(NCC2)=O)C(COC(F)(F)F)=O)C(C)C (1S,3aR,6aS)-2-((R)-2-hydroxy-3-methylbutanoyl)-N-((S)-3-oxo-1-((S)-2-oxopyrrolidin-3-yl)-4-(trifluoromethoxy)butan-2-yl)octahydrocyclopenta[c]pyrrole-1-carboxamide